2,6-bis((E)-4-(9H-carbazole-9-yl)styryl)-4H-pyran C1=CC=CC=2C3=CC=CC=C3N(C12)C1=CC=C(/C=C/C=2OC(=CCC2)\C=C\C2=CC=C(C=C2)N2C3=CC=CC=C3C=3C=CC=CC23)C=C1